(2S)-2-[[(E)-3-(1,3-benzodioxol-5-yl)prop-2-enoyl]amino]-3-(3,4-dichlorophenyl)-N-[4-(hydroxycarbamoyl)phenyl]propanamide O1COC2=C1C=CC(=C2)/C=C/C(=O)N[C@H](C(=O)NC2=CC=C(C=C2)C(NO)=O)CC2=CC(=C(C=C2)Cl)Cl